benzyl 4-[3-(2,4-dioxo-1,3-diazinan-1-yl)-1-methylindazol-6-yl]piperazine-1-carboxylate O=C1N(CCC(N1)=O)C1=NN(C2=CC(=CC=C12)N1CCN(CC1)C(=O)OCC1=CC=CC=C1)C